1-allyl-3-propyl-trimethoxysilane C(C=C)CCC[Si](OC)(OC)OC